C(=C)N(CC1=CC=CC=C1)CCNCCC[Si](OC)(OC)OC N-(N-vinylbenzylaminoethyl)-3-aminopropyltrimethoxysilane